C12CN(CC(CC1)N2)C=2C(=C1C(N(C(C1=C(C2)F)=O)C2C(NC(CC2)=O)=O)=O)F 5-(3,8-diazabicyclo[3.2.1]octan-3-yl)-2-(2,6-dioxopiperidin-3-yl)-4,7-difluoroisoindoline-1,3-dione